CN1N=C2C(=C1OS(=O)(=O)C(F)(F)F)C[C@@H]1CCC[C@H]2N1C(=O)OC(C)(C)C tert-butyl (5S,9R)-2-methyl-3-(((trifluoromethyl)sulfonyl)oxy)-4,5,6,7,8,9-hexahydro-2H-5,9-epiminocycloocta[c]pyrazole-10-carboxylate